FC=1C=C(/C=C/C2=CC(=C(C=C2)OC)[N+](=O)[O-])C=CC1 (E)-4-(3-fluorostyryl)-1-methoxy-2-nitrobenzene